terbium (iii) acetate C(C)(=O)[O-].[Tb+3].C(C)(=O)[O-].C(C)(=O)[O-]